C1OCC12CN(C2)C2=CC=C(C=C2)NC=2C=1N(C=C(N2)C2=CC=C3C=CNC3=C2)N=CN1 N-(4-(2-oxa-6-azaspiro[3.3]heptan-6-yl)phenyl)-6-(1H-indol-6-yl)-[1,2,4]triazolo[1,5-a]pyrazin-8-amine